CS(=O)(=O)OC1CCN(CC1)C=CC 1-propenylpiperidin-4-yl methanesulfonate